(S)-methyl-N-[(1R)-1-[3-[2-(trifluoromethyl)-4-pyridyl]-1,2,4-thiadiazol-5-yl]ethyl]propanesulfinamide C[C@@H](CC)S(=O)N[C@H](C)C1=NC(=NS1)C1=CC(=NC=C1)C(F)(F)F